tetrapentaerythritol diacrylate C(C=C)(=O)O.C(C=C)(=O)O.OCC(CO)(CO)CO.OCC(CO)(CO)CO.OCC(CO)(CO)CO.OCC(CO)(CO)CO